C(C=C)(=O)N1[C@H](CN(CC1)C1=NC(=NC=2C[C@@H](CCC12)N1[C@@H](CCC2=CC=C(C=C12)F)C)N1CC(C1)N(C)C)CC#N 2-((S)-1-Acryloyl-4-((R)-2-(3-(dimethylamino)azetidin-1-yl)-7-((R)-7-fluoro-2-methyl-3,4-dihydroquinolin-1(2H)-yl)-5,6,7,8-tetrahydroquinazolin-4-yl)piperazin-2-yl)acetonitrile